methyl 5-((3-(((dimethyl) silyl) oxy methyl) phenoxy) methyl)-2-fluoro-benzoate C[SiH](OCC=1C=C(OCC=2C=CC(=C(C(=O)OC)C2)F)C=CC1)C